3-isopropyl-6-(piperidin-3-ylthio)imidazo[1,2-b]pyridazin-8-amine hydrochloride Cl.C(C)(C)C1=CN=C2N1N=C(C=C2N)SC2CNCCC2